tert-Butyl 3-(tert-butylsulfamoyl)-1-(4-fluorophenyl)pyrrole-2-carboxylate C(C)(C)(C)NS(=O)(=O)C1=C(N(C=C1)C1=CC=C(C=C1)F)C(=O)OC(C)(C)C